1-(2-chloro-4-nitrophenyl)-4-(trifluoromethyl)piperidine ClC1=C(C=CC(=C1)[N+](=O)[O-])N1CCC(CC1)C(F)(F)F